N-(4-(4-amino-7-methyl-7H-pyrrolo[2,3-d]pyrimidin-5-yl)-3-methylphenyl)-2-cyclobutyl-acetamide NC=1C2=C(N=CN1)N(C=C2C2=C(C=C(C=C2)NC(CC2CCC2)=O)C)C